C1(CC1)C(=O)NC1=CC(=C(N=N1)C(=O)NC([2H])([2H])[2H])NC1=C(C(=CC=C1)C1=NC=C(C=C1)C(F)F)OC 6-cyclopropaneamido-4-({3-[5-(difluoromethyl)pyridin-2-yl]-2-methoxyphenyl}amino)-N-(2H3)methylpyridazine-3-carboxamide